3-(5-(((1S,2S)-2-(3-(1-acetylpiperidin-2-yl)azetidin-1-yl)cyclohexyl)oxy)-1-oxoisoindolin-2-yl)piperidine-2,6-dione C(C)(=O)N1C(CCCC1)C1CN(C1)[C@@H]1[C@H](CCCC1)OC=1C=C2CN(C(C2=CC1)=O)C1C(NC(CC1)=O)=O